5-bromo-1-(2,6-dibenzyloxy-3-pyridyl)-4-fluoro-3-methyl-benzimidazol-2-one BrC1=C(C2=C(N(C(N2C)=O)C=2C(=NC(=CC2)OCC2=CC=CC=C2)OCC2=CC=CC=C2)C=C1)F